6-(2-(3'-fluoro-[1,1'-biphenyl]-3-yl)-2-hydroxyacetyl)-2-(1-phenylcyclopropyl)-3,5,6,7,8,9-hexahydro-4H-pyrimido[5,4-c]azepin-4-one FC=1C=C(C=CC1)C1=CC(=CC=C1)C(C(=O)N1CC2=C(CCC1)N=C(NC2=O)C2(CC2)C2=CC=CC=C2)O